O=C1NC2=C(N[C@H]1[C@@H](NC(OC(C)(C)C)=O)C1=CC=CC=C1)N=CC=C2 tert-butyl N-[(S)-[(3S)-2-oxo-3,4-dihydro-1H-pyrido[2,3-b]pyrazin-3-yl]-phenyl-methyl]carbamate